C1(=CC=CC=C1)P(C=1SC(=CC1)C1=CC=CC=C1)(C1=CC=CC=C1)=O Diphenyl-(5-phenyl-thiophene-2-yl)phosphine oxide